COC1=CC=C(C=C1)NS(=O)(=O)C1=CC=C(C=C1)[N+](=O)[O-] N-(4-methoxyphenyl)-4-nitrobenzenesulfonamide